2-((2R,5S)-2-(2-(1-azabicyclo[2.2.1]heptan-4-yl)benzo[d]thiazol-5-yl)-5-methylpiperidin-1-yl)-2-oxo-N-(1H-pyrazolo[4,3-c]pyridin-7-yl)acetamide N12CCC(CC1)(C2)C=2SC1=C(N2)C=C(C=C1)[C@@H]1N(C[C@H](CC1)C)C(C(=O)NC=1C2=C(C=NC1)C=NN2)=O